OCCCC1=C(C=C(C=O)C=C1C)C 4-(3-hydroxy-propyl)-3,5-dimethylbenzaldehyde